N-cyclohexyl-1-phenylethyl-9H-pyrido[3,4-b]indole-3-carboxamide C1(CCCCC1)NC(=O)C1=CC2=C(NC3=CC=CC=C23)C(=N1)C(C)C1=CC=CC=C1